methyl (2R)-2-(3-{3-[1-(4-amino-3-methyl-1H-pyrazolo[3,4-d]pyrimidin-1-yl)ethyl]-5-chloro-2-methoxy-6-methylphenyl} azetidin-1-yl)propanoate NC1=C2C(=NC=N1)N(N=C2C)C(C)C=2C(=C(C(=C(C2)Cl)C)C2CN(C2)[C@@H](C(=O)OC)C)OC